N-[5-[5-(cyclopropylsulfanyl)-2-(difluoromethoxy)phenyl]-1-[[2-(trimethylsilyl)ethoxy]methyl]-1H-pyrazol-4-yl]pyrazolo[1,5-a]pyrimidine-3-carboxamide C1(CC1)SC=1C=CC(=C(C1)C1=C(C=NN1COCC[Si](C)(C)C)NC(=O)C=1C=NN2C1N=CC=C2)OC(F)F